CN(C1(CCCC1)CNC(=O)C1=C(SC2=C1C=C(C=C2)OCC=2C(=NC=CC2)C(F)(F)F)C)C N-{[1-(dimethylamino)cyclopentyl]methyl}-2-methyl-5-{[2-(trifluoromethyl)pyridin-3-yl]methoxy}-1-benzothiophene-3-carboxamide